(2R,3R,4S,5R,6R)-2-(hydroxymethyl)-5-methoxy-6-((1-(1-methylcyclobutyl)-1H-1,2,3-triazol-4-yl)methyl)-4-(4-(2,3,4-trifluorophenyl)-1H-1,2,3-triazol-1-yl)tetrahydro-2H-pyran-3-ol OC[C@H]1O[C@@H]([C@@H]([C@H]([C@H]1O)N1N=NC(=C1)C1=C(C(=C(C=C1)F)F)F)OC)CC=1N=NN(C1)C1(CCC1)C